N-(4-(4-amino-7-cyano-5-(4-((6-methylpyridin-2-yl)oxy)phenyl)pyrrolo[2,1-f][1,2,4]triazin-6-yl)phenyl)methacrylamide NC1=NC=NN2C1=C(C(=C2C#N)C2=CC=C(C=C2)NC(C(=C)C)=O)C2=CC=C(C=C2)OC2=NC(=CC=C2)C